C(C1=CC=CC=C1)OC1=NN(C=C1)C1CCNCC1 4-(3-(benzyloxy)-1H-pyrazol-1-yl)piperidine